ClC1=C(C(=O)N(C)C)C=CC(=C1)OC[C@H](CCC1CCN(CC1)C([C@](C(F)(F)F)(O)C1=CC(=CC(=C1)F)F)=O)C |o1:14,24| 2-chloro-4-((S or R)-4-(1-((R or S)-2-(3,5-difluorophenyl)-3,3,3-trifluoro-2-hydroxypropanoyl)piperidin-4-yl)-2-methylbutoxy)-N,N-dimethylbenzamide